O1CCN(CC1)CCCC(=O)N 4-morpholinobutan-amide